1-(4-(2,4-difluorophenoxy)phenyl)ethanone FC1=C(OC2=CC=C(C=C2)C(C)=O)C=CC(=C1)F